C(C)SC=1OC2=C(C=C(C=C2C(C1)=O)C)C(C)NC1=C(C(=O)O)C=CC=C1 [1-(2-ethylsulfanyl-6-methyl-4-oxo-chromen-8-yl)ethylamino]Benzoic acid